tert-butyl 3-(4,5-dibromo-2H-1,2,3-triazol-2-yl)piperidine-1-carboxylate BrC1=NN(N=C1Br)C1CN(CCC1)C(=O)OC(C)(C)C